ClC1=CC(=C(C=C1)C1=NC(=CN2C1=NC(=C(C2=O)C)C)N2C[C@@H](OCC2)C=2OC(=NN2)C)F 9-(4-chloro-2-fluorophenyl)-2,3-dimethyl-7-[(2R)-2-(5-methyl-1,3,4-oxadiazol-2-yl)morpholin-4-yl]pyrazino[1,2-a]pyrimidin-4-one